Cl.F[C@@H]1COC2(CNC2)CC1 (S)-7-fluoro-5-oxa-2-azaspiro[3.5]Nonane hydrochloride